C1NCC12CC(CC2)N2CCN(CC2)C(=O)OCC2=CC=CC=C2 benzyl 4-(2-azaspiro[3.4]-octan-6-yl)-piperazine-1-carboxylate